C(C1=CC=CC=C1)N1CCN(CC1)C(=O)C=1C=C(C=2C(C3=C(C=CC=C3C(C2C1)=O)O)=O)O 3-(4-Benzylpiperazine-1-carbonyl)-1,8-dihydroxyanthracene-9,10-dione